N1(CCC1)CC1=CC(=C(C=C1)N1C=NC(=C1)C1=NC(=NC=C1C(F)(F)F)N[C@@H]1[C@@H](CN(CC1)S(=O)(=O)C)C)Cl 4-(1-(4-(Azetidin-1-ylmethyl)-2-chlorophenyl)-1H-imidazol-4-yl)-N-((3R,4S)-3-methyl-1-(methylsulfonyl)piperidin-4-yl)-5-(trifluoromethyl)pyrimidin-2-amine